NC1=C(CNC2C3CC4(CC(CC2C4)C3)O)C=C(C=C1Br)Br 4-[(2-amino-3,5-Dibromobenzyl)amino]adamantane-1-ol